2-((5R,8R,9S,10S,13R,14S,17R)-17-((R)-5-hydroxy-5-methylhexan-2-yl)-10,13-dimethylhexahydro-1H-cyclopenta[a]phenanthrene-3(2H,4H,10H,12H,13H,14H,15H,16H,17H)-ylidene)acetic acid OC(CC[C@@H](C)[C@H]1CC[C@H]2[C@@H]3CC[C@@H]4CC(CC[C@@]4([C@H]3CC[C@]12C)C)=CC(=O)O)(C)C